O(CCCC)C(C)O butoxyl-ethanol